6-chloro-1,3-dimethyl-4-(1H-pyrazol-1-yl)-1,3-dihydro-2H-imidazo[4,5-c]pyridin-2-one ClC1=CC2=C(C(=N1)N1N=CC=C1)N(C(N2C)=O)C